2,5-dimethyl-2,5-di-(2-ethylhexanoyl-peroxy)hexane Tert-butyl-(2S,4R)-4-hydroxy-2-[[(1S)-1-[4-(1-methylimidazol-2-yl)phenyl]ethyl]carbamoyl]pyrrolidine-1-carboxylate C(C)(C)(C)OC(=O)N1[C@@H](C[C@H](C1)O)C(N[C@@H](C)C1=CC=C(C=C1)C=1N(C=CN1)C)=O.CC(C)(CCC(C)(OOC(C(CCCC)CC)=O)C)OOC(C(CCCC)CC)=O